1-(2-methoxy-4,5-dimethyl-phenyl)-3-[(1S)-1-(2-pyrimidin-2-yl-1,2,4-triazol-3-yl)ethyl]urea COC1=C(C=C(C(=C1)C)C)NC(=O)N[C@@H](C)C=1N(N=CN1)C1=NC=CC=N1